OC=1C(=CC2=CN(N=C2C1)C)NC(=O)C1=CC=C(C2=C1N=C(S2)OC)N2C[C@@H](N([C@H](C2)C)C(=O)OC(C)(C)C)C tert-butyl (2S,6S)-4-[4-[(6-hydroxy-2-methyl-indazol-5-yl)carbamoyl]-2-methoxy-1,3-benzothiazol-7-yl]-2,6-dimethyl-piperazine-1-carboxylate